tert-butyl(1-(7-(4-cyano-3-fluorophenyl)-8-(3-fluoro-4-methoxyphenyl)imidazo[1,2-c]pyrimidine-5-yl)piperidin-4-yl)carbamic acid C(C)(C)(C)N(C(O)=O)C1CCN(CC1)C1=NC(=C(C=2N1C=CN2)C2=CC(=C(C=C2)OC)F)C2=CC(=C(C=C2)C#N)F